isopropyl (isopropoxy(((1R,2S,4S,6R)-2-((methoxy-d3)methyl)-6-methyl-3-oxoquinuclidin-2-yl)methoxy)phosphoryl)-L-phenylalaninate C(C)(C)OP(=O)(OC[C@@]1(N2[C@@H](C[C@@H](C1=O)CC2)C)COC([2H])([2H])[2H])N[C@@H](CC2=CC=CC=C2)C(=O)OC(C)C